ClC1=C(C(=C(C(=C1Cl)Cl)Cl)Cl)OC(=O)C1=C(N=NS1)CC1=CC=CC=C1 4-benzyl-1,2,3-thiadiazole-5-carboxylic acid-2,3,4,5,6-pentachlorophenyl ester